1-methyl-N-(4-(1-(2,2,2-trifluoroethyl)-1H-pyrazol-4-yl)quinolin-8-yl)-1H-benzo[d]imidazole-5-carboxamide CN1C=NC2=C1C=CC(=C2)C(=O)NC=2C=CC=C1C(=CC=NC21)C=2C=NN(C2)CC(F)(F)F